1-(6-(4-(4-methyl-1-(oxetan-3-yl)-1H-pyrazol-5-yl)piperidin-1-yl)-2-(trifluoromethyl)pyrimidin-4-yl)azetidin CC=1C=NN(C1C1CCN(CC1)C1=CC(=NC(=N1)C(F)(F)F)N1CCC1)C1COC1